N1(CCC1)C1=C(C=C2C(=N1)N=C(S2)N2CCOCC2)NC(=O)C2=NC(=CC=C2)N2C[C@H](CC2)O (S)-N-(5-(azetidin-1-yl)-2-morpholinothiazolo[4,5-b]pyridin-6-yl)-6-(3-hydroxypyrrolidin-1-yl)pyridinecarboxamide